3-(5-Fluoro-2-methylphenoxy)-N-(2-fluoro-5-methanesulfonylphenyl)-6-(trifluoromethyl)pyridazine-4-carboxamide FC=1C=CC(=C(OC=2N=NC(=CC2C(=O)NC2=C(C=CC(=C2)S(=O)(=O)C)F)C(F)(F)F)C1)C